FC(CO)(F)C=1C=C(C=CC1)[C@@H](C)N1N=CC2=C(C(=CC(=C12)C(=O)N)C1CNCCC1)OC ((R)-1-(3-(1,1-difluoro-2-hydroxyethyl)phenyl)ethyl)-4-methoxy-5-(piperidin-3-yl)-1H-indazole-7-carboxamide